2-{(3E)-3-[1-(3-chlorobenzoyl)-3,3-dimethylpiperidin-4-ylidene]prop-1-yn-1-yl}pyridine-4-carbonitrile ClC=1C=C(C(=O)N2CC(\C(\CC2)=C\C#CC2=NC=CC(=C2)C#N)(C)C)C=CC1